2,4-dichloro-5-methylnitrobenzene ClC1=C(C=C(C(=C1)Cl)C)[N+](=O)[O-]